tert-butyl ((3-(trifluoromethyl)-5,6,7,8-tetrahydro-[1,2,4]triazolo[4,3-a]pyridin-7-yl) methyl)carbamate FC(C1=NN=C2N1CCC(C2)CNC(OC(C)(C)C)=O)(F)F